CC=1C(=NSC1NCC1=C(C=C(C=C1)OC)OC)OCC=1C=C(C=2N(C1)C=NC2)Cl methyl-3-((8-chloroimidazo[1,5-a]pyridin-6-yl)methoxy)-5-((2,4-dimethoxybenzyl)amino)isothiazole